C[Si](C)O[Si](C)C 1,3,3-Tetramethyldisiloxane